BrC1=C(C=CC=C1)C1C2=C(CN(C1)C(=O)OC(C)(C)C)SC(=C2)Cl tert-Butyl 4-(2-bromophenyl)-2-chloro-4,7-dihydrothieno[2,3-c]pyridine-6(5H)-carboxylate